3-fluoropropan-2-ol FCC(C)O